C(C)(C)(C)OP(=O)(OC(C)(C)C)OCOC(=O)N(CC(=O)O)C N-((((di-tert-butoxyphosphoryl)oxy)methoxy)carbonyl)-N-methylglycine